C(C)OC(OCC)=O.O water diethyl-carbonate